β-methyl-2,6-dimethyl-Styrene CC=CC1=C(C=CC=C1C)C